4-[2-(4-chloro-3-fluorophenoxy)acetamido]-2-hydroxy-N-[(4-methylphenyl)methyl]bicyclo[2.2.2]octane-1-carboxamide ClC1=C(C=C(OCC(=O)NC23CC(C(CC2)(CC3)C(=O)NCC3=CC=C(C=C3)C)O)C=C1)F